((S)-3-(benzo[d][1,3]dioxol-4-yl)-2-(dimethylamino)propyl)-3-(1,2-diphenylethyl)urea O1COC2=C1C=CC=C2C[C@@H](CNC(=O)NC(CC2=CC=CC=C2)C2=CC=CC=C2)N(C)C